N1CC(C1)NC=1C=CC(=C(C(=O)N[C@H](C)C=2C=C(C=CC2)C2=CC=C(S2)CN[C@@H]2C[C@@H](CC2)OCC(=O)O)C1)C 2-(((1R,3S)-3-(((5-(3-((R)-1-(5-(azetidin-3-ylamino)-2-methylbenzamido)ethyl)phenyl)thiophen-2-yl)methyl)amino)cyclopentyl)oxy)acetic acid